3-(2,4-difluoro-2',4',6-trimethyl-5-(trifluoromethyl)-[1,1'-biphenyl]-3-yl)propanoate FC1=C(C(=C(C(=C1CCC(=O)[O-])F)C(F)(F)F)C)C1=C(C=C(C=C1)C)C